(1aR,7bS)-5-[(1-{[5-(aminomethyl)morpholin-2-yl]acetyl}azetidin-3-yl)oxy]-2-hydroxy-1,1a,2,7b-tetrahydrocyclopropa[c][1,2]benzoxaborinine-4-carboxylic acid NCC1COC(CN1)CC(=O)N1CC(C1)OC1=C(C2=C([C@@H]3[C@H](B(O2)O)C3)C=C1)C(=O)O